C(C)OC(=O)C=1N(C=C(C1C)S(=O)(=O)Cl)C 4-(chlorosulfonyl)-1,3-dimethyl-1H-pyrrole-2-carboxylic acid ethyl ester